5-(4-Bromo-2-fluoro-phenylamino)-8-fluoro-imidazo[1,5-a]pyridine-6-carboxylic acid ((S)-2-hydroxy-propoxy)-amide O[C@H](CONC(=O)C=1C=C(C=2N(C1NC1=C(C=C(C=C1)Br)F)C=NC2)F)C